SCC1SCC(SC1)CS (5-mercaptomethyl-[1,4]dithian-2-yl)-methyl mercaptan